methyl-3-chloro-5-isothiocyanato-pyridine-2-carbonitrile CC1=C(C(=NC=C1N=C=S)C#N)Cl